N-(2-(2-acetyl-5-methoxyphenoxy)ethyl)-2,4,5-trimethoxybenzamide C(C)(=O)C1=C(OCCNC(C2=C(C=C(C(=C2)OC)OC)OC)=O)C=C(C=C1)OC